N2,N4,N6-tris(pyridin-4-yl)melamine N1=CC=C(C=C1)NC1=NC(=NC(=N1)NC1=CC=NC=C1)NC1=CC=NC=C1